C(C)C1[C@H](N(CC1)C(=O)OC(C)(C)C)C(=O)OC(C)(C)C ditert-butyl (2S)-3-ethylpyrrolidine-1,2-dicarboxylate